ClC1=NC=CC(=C1)C1=CC=2C(N([C@@H](CC2N1)C)C(=O)OC(C)(C)C)=O (R)-tert-butyl 2-(2-chloropyridin-4-yl)-6-methyl-4-oxo-6,7-dihydro-1H-pyrrolo[3,2-c]pyridine-5(4H)-carboxylate